ClC1=C(C=NNC1=O)N1C[C@@H](CC1)OC1=NC=CC(=C1)N1CCC(CC1)NS(=O)(=O)C1CC1 (R)-N-(1-(2-((1-(5-chloro-6-oxo-1,6-dihydropyridazin-4-yl)pyrrolidin-3-yl)oxy)pyridin-4-yl)piperidin-4-yl)cyclopropanesulfonamide